C=1(C(=CC(=C(C1)S)S)S)S Benzene-1,2,4,5-tetrathiol